tert-butyl 6-(2-{[(benzyloxy) carbonyl]amino}ethyl)-2,6-diazaspiro[3.4]octane-2-carboxylate C(C1=CC=CC=C1)OC(=O)NCCN1CC2(CN(C2)C(=O)OC(C)(C)C)CC1